2,3,4,5-tetrahydro-1H-pyridine N1CCCCC1